tert-Butyl 2-[1-[6-methyl-2-(1-methylpyrazolo[3,4-c]pyridin-7-yl)-4-oxo-chromen-8-yl]ethylamino]benzoate CC=1C=C2C(C=C(OC2=C(C1)C(C)NC1=C(C(=O)OC(C)(C)C)C=CC=C1)C=1N=CC=C2C1N(N=C2)C)=O